O.O.C(C1=CC=CC=C1)S(=O)(=O)O.C(C1=CC=CC=C1)S(=O)(=O)O.CN(C(=N)N)C N,N-dimethyl-guanidine Di-toluenesulfonate dihydrate